1-((4-(4-(((3R,4R)-1-(2-Cyanoacetyl)-4-methylpiperidin-3-yl)(methyl)amino)-7H-pyrrolo[2,3-d]pyrimidin-7-yl)-4-oxobutanoyl)oxy)ethyl 5-((R)-1,2-dithiolan-3-yl)pentanoate S1S[C@@H](CC1)CCCCC(=O)OC(C)OC(CCC(=O)N1C=CC2=C1N=CN=C2N(C)[C@H]2CN(CC[C@H]2C)C(CC#N)=O)=O